FC1=C2C=CN(C2=C(C=C1)C)C1=CC(=CC=C1)N1CCC(CC1)(C)O 4-fluoro-N-(3-(4-hydroxy-4-methylpiperidin-1-yl)phenyl)-7-methyl-1H-indole